5-[4-(6-chloro-5-fluoro-indolin-1-yl)quinazolin-6-yl]-2-methyl-pyridin-3-ol ClC1=C(C=C2CCN(C2=C1)C1=NC=NC2=CC=C(C=C12)C=1C=C(C(=NC1)C)O)F